COC=1C=C2C=C(C=NC2=CC1)C#N 6-methoxyquinoline-3-formonitrile